FC1=C2CC3(C(C2=CC=C1)=O)CN(C3)C(=O)OC(C)(C)C tert-butyl 4'-fluoro-r-oxo-spiro[azetidine-3,2'-indane]-1-carboxylate